C1(CC1)C1=C(C(=NO1)C1=C(C=CC=C1Cl)Cl)COC1CCN(CC1)C1=CC=C(C=C1)N1C(N(N=CC1=O)COCC[Si](C)(C)C)=O 4-(4-(4-((5-cyclopropyl-3-(2,6-dichlorophenyl)isoxazol-4-yl)methoxy)piperidin-1-yl)phenyl)-2-((2-(trimethylsilyl)ethoxy)methyl)-1,2,4-triazine-3,5(2H,4H)-dione